8-amino-2-(4-bromophenyl)-3,4-dihydro-2H-benzo[b][1,4,5]oxathiazepine 1,1-dioxide NC1=CC2=C(OCCN(S2(=O)=O)C2=CC=C(C=C2)Br)C=C1